5-Ethyl-5,6-dihydro-3,8-dinitro-6-phenyl-6-phenanthridinol C(C)N1C=2C=C(C=CC2C2=CC=C(C=C2C1(O)C1=CC=CC=C1)[N+](=O)[O-])[N+](=O)[O-]